P(O)(=O)(OP(=O)(O)OP(=O)(O)O)OC[C@@H]1[C@H]([C@H]([C@@H](O1)C1=C(N(C(=O)NC1=O)C)O)O)O 1-methyl-6-hydroxy-pseudouridine triphosphate